BrC1=NC(=NC(=N1)C1=CC2=CC=CC=C2C=C1)C1=CC=CC=C1 2-bromo-4-2-naphthyl-6-phenyl-1,3,5-triazine